C1(C(=CC=C2C3=CC=CC=C3C=C12)C1=NC=CC=N1)=O fluorenonyl-pyrimidine